hydrazinopiperidine-1-carboxylate N(N)C1N(CCCC1)C(=O)[O-]